Lithium 3-((3-chloroquinolin-6-yl)methyl)-1H-1,2,4-triazole-5-carboxylate ClC=1C=NC2=CC=C(C=C2C1)CC1=NNC(=N1)C(=O)[O-].[Li+]